C(C1=CC=CC=C1)OC(=O)N1[C@H](CN(CC1)C1=NC(=NC2=C1N(CCN(C2)C(=O)OC(C)(C)C)C(=O)OC(C)(C)C)SC)CC#N di-tert-butyl (S)-4-(4-((benzyloxy) carbonyl)-3-(cyanomethyl) piperazin-1-yl)-2-(methylsulfanyl)-6,7-dihydro-5H-pyrimido[5,4-e][1,4]diazepine-5,8(9H)-dicarboxylate